FC=1C=C(C=CC1OC1=CC=NC2=CC(=C(C=C12)C)I)N(C(=O)C1(CC1)C(=O)N)C1=CC=C(C=C1)F N-(3-Fluoro-4-((7-iodo-6-methylquinolin-4-yl)oxy)phenyl)-N-(4-fluorophenyl)cyclopropane-1,1-dicarboxamide